N-(4-((5-(4-(1H-pyrazol-1-yl)phenyl)-4-fluoro-1H-pyrazol-3-yl)amino)-3-methylphenyl)acetamid N1(N=CC=C1)C1=CC=C(C=C1)C1=C(C(=NN1)NC1=C(C=C(C=C1)NC(C)=O)C)F